barium-iron-oxide [O-2].[Fe+2].[Ba+2].[O-2]